C[C@@]1(C2=C(NC=3CC(NC(C13)=O)(C)C)N=CC(=C2)C(F)(F)F)C2=CC(=CC=C2)S(=O)(=O)C (S)-5,8,8-trimethyl-5-(3-(methylsulfonyl)phenyl)-3-(trifluoromethyl)-5,8,9,10-tetrahydropyrido[2,3-b][1,6]naphthyridin-6(7H)-one